6-chloro-1-[(3Z)-hex-3-en-1-yl]-2-[4-(trifluoromethyl)pyrimidin-2-yl]-2,3,4,9-tetrahydro-1H-pyrido[3,4-b]indole ClC=1C=C2C3=C(NC2=CC1)C(N(CC3)C3=NC=CC(=N3)C(F)(F)F)CC\C=C/CC